COC1=C(C=CC=C1)C1=NC=CC(=N1)CNC 1-[2-(2-methoxyphenyl)pyrimidin-4-yl]-N-methyl-methylamine